5-amino-3,3-difluoro-1-methylindolin-2-one NC=1C=C2C(C(N(C2=CC1)C)=O)(F)F